(E)-2-(7-trifluoromethyl-chroman-4-ylidene)-N-((7S)-7-hydroxy-5,6,7,8-tetrahydronaphthalen-1-yl)acetamide FC(C1=CC=C2\C(\CCOC2=C1)=C\C(=O)NC1=CC=CC=2CC[C@@H](CC12)O)(F)F